[Si](C)(C)(C(C)(C)C)OC[C@H]1O[C@H]([C@H]2[C@@H]1OC(O2)(C)C)N2C=CC1=C2N=C(N=C1Cl)NC(C(C)C)=O N-[7-[(3aR,4R,6R,6aR)-6-[[tert-butyl(dimethyl)silyl]oxymethyl]-2,2-dimethyl-3a,4,6,6a-tetrahydrofuro[3,4-d][1,3]dioxol-4-yl]-4-chloro-pyrrolo[2,3-d]pyrimidin-2-yl]-2-methyl-propanamide